2-cyano-N-methyl-N-(2-phenoxyethyl)acetamide 2-Hexyldecyl-8-(N-(3-(dimethylamino)propyl)-8-((3-hexylnonyl)oxy)-8-oxooctanamido)-octadecenoate C(CCCCC)C(COC(C=CCCCCC(CCCCCCCCCC)N(C(CCCCCCC(=O)OCCC(CCCCCC)CCCCCC)=O)CCCN(C)C)=O)CCCCCCCC.C(#N)CC(=O)N(CCOC1=CC=CC=C1)C